[Si](C)(C)(C(C)(C)C)O[C@@H]1[C@@H]([C@H](O[C@H]1N1C(NC(C=C1)=O)=O)CO[Si](C)(C)C(C)(C)C)OCCC#N 3-(((2R,3R,4R,5R)-4-((tert-butyldimethylsilyl)oxy)-2-(((tert-butyldimethylsilyl)oxy)methyl)-5-(2,4-dioxo-3,4-dihydropyrimidin-1(2H)-yl)tetrahydrofuran-3-yl)oxy)propanenitrile